O=C1C2=C(N=C(N1)C1(CC1)C1=CC(=CC=C1)C(=C)C)CCN(C2)C(=O)OC(C)(C)C tert-butyl 4-oxo-2-(1-(3-(prop-1-en-2-yl) phenyl) cyclopropyl)-3,5,7,8-tetrahydropyrido[4,3-d]pyrimidine-6(4H)-carboxylate